ClC1=CC(=C(C=C1)C1(CCN(CC1)C(=O)OCC1=CC=CC=C1)NS(=O)(=O)C1=CC=C(C=C1)OC(F)(F)F)F benzyl 4-(4-chloro-2-fluoro-phenyl)-4-[[4-(trifluoromethoxy)phenyl] sulfonylamino]piperidine-1-carboxylate